dixylyl ether C1(=C(C(=CC=C1)C)C)OC1=C(C(=CC=C1)C)C